C1(CC1)C1=CN(C2=C1C=NC(=C2)CC(=O)N)C2=NC(=NC=C2)C(C)(F)F (3-cyclopropyl-1-(2-(1,1-difluoroethyl)pyrimidin-4-yl)-1H-pyrrolo[3,2-c]pyridin-6-yl)acetamide